Di-(tert-butyl)(3,5-di-(trifluoroethoxy)phenyl)phosphonium tetrafluoroborate F[B-](F)(F)F.C(C)(C)(C)[PH+](C1=CC(=CC(=C1)OCC(F)(F)F)OCC(F)(F)F)C(C)(C)C